(S)-6-cyclopropyl-1-(2-isopropyl-4-methylpyridin-3-yl)-4-(2-methylpiperazine-1-yl)-7-phenylpyrido[2,3-d]pyrimidin-2(1H)-one C1(CC1)C1=CC2=C(N(C(N=C2N2[C@H](CNCC2)C)=O)C=2C(=NC=CC2C)C(C)C)N=C1C1=CC=CC=C1